ClC1=C(C=CC(=C1)CN(C(OC(C)(C)C)=O)CCC=1N=CN(C1)CC#N)C1=CC=CC=C1 tert-Butyl ((2-chloro-[1,1'-biphenyl]-4-yl)methyl)(2-(1-(cyanomethyl)-1H-imidazol-4-yl)ethyl)carbamate